C1(CC1)C#CC(=O)O 3-cyclopropylprop-2-ynoic acid